1,4-bis[1-(2-methyl-4-hydroxy-5-cyclohexylphenyl)isopropyl]benzene CC1=C(C=C(C(=C1)O)C1CCCCC1)C(C)(C)C1=CC=C(C=C1)C(C)(C)C1=C(C=C(C(=C1)C1CCCCC1)O)C